C(C)(C)(C)OC(=O)N1CCC(=CC1)C1=CC=CC(=N1)C=1CCN(CC1)C(=O)OC(C)(C)C tert-butyl 4-[6-(1-tert-butoxycarbonyl-3,6-dihydro-2H-pyridin-4-yl)-2-pyridyl]-3,6-dihydro-2H-pyridine-1-carboxylate